C[C@H]1N(CCOC1)C1=CC(=C2C(=N1)C(=NS2)C2=CC(=NN2)C)C2=C(C=CC=C2)S(=O)(=O)C (R)-3-methyl-4-(3-(3-methyl-1H-pyrazol-5-yl)-7-(2-(methylsulfonyl)phenyl)isothiazolo[4,5-b]pyridin-5-yl)morpholine